FC1=C(C=CC(=C1C)OC1=CC2=C(N(C=N2)C)C=C1)NC=1C2=C(N=CN1)C=CC(=N2)C2=C[C@H]1CC[C@@H](C2)N1C(=O)OC(C)(C)C tert-butyl (1R,5S)-3-(4-((2-fluoro-3-methyl-4-((1-methyl-1H-benzo[d]imidazol-5-yl)oxy)phenyl)amino)pyrido[3,2-d]pyrimidin-6-yl)-8-azabicyclo[3.2.1]oct-2-ene-8-carboxylate